2-(1-benzhydrylazetidin-3-ylidene)propan-1-ol C(C1=CC=CC=C1)(C1=CC=CC=C1)N1CC(C1)=C(CO)C